C(CCCCCCC)P(CC(N(CC(C)C)CC(C)C)=O)(C1=CC=CC=C1)=O n-octyl(phenyl)-N,N-diisobutylcarbamoylmethylphosphine oxide